(1R,2S,5S)-3-((R)-2-methoxybutanoyl)-6,6-dimethyl-3-azabicyclo[3.1.0]hexane-2-carboxylic acid CO[C@@H](C(=O)N1[C@@H]([C@H]2C([C@H]2C1)(C)C)C(=O)O)CC